Cl.FC1=C(C(=CC(=C1)N1CCC2(CC1)CCNCC2)F)C2C(NC(CC2)=O)=O 3-(2,6-difluoro-4-(3,9-diazaspiro[5.5]undecan-3-yl)phenyl)piperidine-2,6-dione hydrochloride